N-(3-{6-azaspiro[2.5]oct-6-yl}-4-{4-[2-(4,4-difluoropiperidin-1-yl)-6-hydroxypyrimidin-4-yl]-1H-1,2,3-triazol-1-yl}phenyl)-2-hydroxyethane-1-sulfonamide C1CC12CCN(CC2)C=2C=C(C=CC2N2N=NC(=C2)C2=NC(=NC(=C2)O)N2CCC(CC2)(F)F)NS(=O)(=O)CCO